O[C@H]1[C@@H]([C@@H]2[C@@H](OCC(CC2)CCCC(=O)O)C1)\C=C\[C@H](COC1=CC=CC=C1)O 4-{(5aR,6R,7R,8aS)-7-hydroxy-6-[(1E,3R)-3-hydroxy-4-phenoxy-1-buten-1-yl]octahydro-2H-cyclopenta[b]oxepin-3-yl}butanoic Acid